[Si](C)(C)(C(C)(C)C)O[C@@H]1[C@@H](O[C@@H](C1=NO)CO[Si](C)(C)C(C)(C)C)N1C=2N=C(NC(C2N=C1)=O)NC(C(C)C)=O N-(9-((2R,3S,5S)-3-(tert-butyldimethylsilyloxy)-5-((tert-butyldimethylsilyloxy)methyl)-4-(hydroxyimino)-tetrahydrofuran-2-yl)-6-oxo-6,9-dihydro-1H-purin-2-yl)isobutyramide